ClC=1C=CC2=C(C[C@H](CC=3N2C(=NN3)[C@@H]3CC[C@H](CC3)OC3=NC=CC=C3)NC)C1 (5R)-8-Chloro-N-methyl-1-[trans-4-(pyridin-2-yloxy)cyclohexyl]-5,6-dihydro-4H-[1,2,4]triazolo[4,3-a][1]benzazepin-5-amin